ClC=1C=C(C=C(C1)Cl)C1=NC(=CC(=C1)CN1CCC(CC1)CC(=O)O)OC=1C=NC(=CC1)N1[C@@H]2CN([C@H](C1)C2)C 2-(1-((2-(3,5-dichlorophenyl)-6-((6-((1S,4S)-5-methyl-2,5-diazabicyclo[2.2.1]heptan-2-yl)pyridin-3-yl)oxy)pyridin-4-yl)methyl)piperidin-4-yl)acetic acid